CN1N=C(C=C1)C=1C=2C=CC=3N(C2N=C(C1)C(C(F)(F)F)(F)F)C=C(N3)C(=O)NN 4-(1-methyl-1H-pyrazol-3-yl)-2-(perfluoroethyl)imidazo[1,2-a][1,8]naphthyridine-8-carbohydrazide